BrC1=CC=C(C=C1)C1=CC=C(C=C1)C1=NC(NC(N1)=O)=O 6-(4'-bromo-[1,1'-biphenyl]-4-yl)-1,3,5-triazine-2,4(1H,3H)-dione